2-[[hydroxy][[trifluoromethyl]ethyl]]-1,2,4-triazine OC(CN1NC=CN=C1)C(F)(F)F